ClC=1C(=CC(=C(C1)C=1NC=2C=CN=C(C2C(C1)=O)C(=O)N)C)C1(CCCC1)C 2-[5-chloro-2-methyl-4-(1-methylcyclopentyl)phenyl]-4-oxo-1H-1,6-naphthyridine-5-carboxamide